2-Fluoro-N-(6-(4'-methyl-1'H-[1,6'-bipyrazolo[4,3-c]pyridin]-1'-yl)-4-((2R,3S)-2-methyl-3-((methylsulfonyl)methyl)azetidin-1-yl)pyridin-2-yl)acrylamide FC(C(=O)NC1=NC(=CC(=C1)N1[C@@H]([C@H](C1)CS(=O)(=O)C)C)N1N=CC=2C(=NC(=CC21)N2N=CC=1C=NC=CC12)C)=C